C1(CC1)C=1C=C(C=C(C1)C1=NC=CC=N1)NCC1=CC=CC(=N1)CN1[C@@H]([C@H]([C@@H]([C@H](C1)O)O)O)CO (2R,3R,4R,5S)-1-{[6-({[3-cyclopropyl-5-(pyrimidin-2-yl)phenyl]amino}methyl)pyridin-2-yl]methyl}-2-(hydroxymethyl)piperidine-3,4,5-triol